CC=1C(=CC(=C(C(=O)O)C1)F)C(F)(F)F 5-methyl-2-fluoro-4-(trifluoromethyl)benzoic acid